NC=1C(=NN(C1C(=O)OCC)CC1=C(C=C(C=C1)C(=O)OC)OC)Br ethyl 4-amino-3-bromo-1-(2-methoxy-4-(methoxycarbonyl)benzyl)-1H-pyrazole-5-carboxylate